2,4,6-triisocyanato-1,3,5-triazine N(=C=O)C1=NC(=NC(=N1)N=C=O)N=C=O